FC=1C(=CC2=C(C(NCCC2)=O)C1)OC(C(F)(F)F)C 8-fluoro-7-((1,1,1-trifluoropropan-2-yl)oxy)-2,3,4,5-tetrahydro-1H-benzo[c]Azepin-1-one